C1=CC=CC=2C3=CC=CC=C3N(C12)C=1C=C(C=CC1)N1C=2C=CC=CC2C=2C3=C(C=CC12)NC1=CC=CC=C13 8-(3-(9H-carbazol-9-yl)phenyl)-5H,8H-indolo[2,3-c]carbazole